ClC=1SC(=CC1CC(C(=O)O)O)Cl 3-(2,5-dichlorothiophen-3-yl)-2-hydroxypropionic acid